ClC=1C=CC2=C(C[C@@H](CC=3N2C(=NN3)[C@@H]3CC[C@H](CC3)OC3=NC=CC=C3)NC(C)C)C1 (5S)-8-Chloro-N-(propan-2-yl)-1-[trans-4-(pyridin-2-yloxy)cyclohexyl]-5,6-dihydro-4H-[1,2,4]triazolo[4,3-a][1]benzazepin-5-amin